C(C)(C)(C)OC(NC1CN(C1)C=1C=CC=2N(C1)C(=C(N2)CC)N(C)C=2SC=C(N2)C2=CC=C(C=C2)F)=O [1-(2-Ethyl-3-{[4-(4-fluoro-phenyl)-thiazol-2-yl]-methyl-amino}-imidazo[1,2-a]pyridin-6-yl)-azetidin-3-yl]-carbamic acid tert-butyl ester